5-[3-(3,5-dimethylisoxazol-4-yl)pyrazolo[1,5-a]pyridin-5-yl]furan-3-carboxylic acid CC1=NOC(=C1C=1C=NN2C1C=C(C=C2)C2=CC(=CO2)C(=O)O)C